C1(CC1)C1=NC2=CC3=C(C=C2C(=N1)N[C@H](C)C1=C(C(=CC=C1)C(CO)(F)F)F)N(C(CO3)=O)C (R)-2-cyclopropyl-4-((1-(3-(1,1-difluoro-2-hydroxyethyl)-2-fluorophenyl)ethyl)amino)-6-methyl-6H-[1,4]oxazino[3,2-g]quinazolin-7(8H)-one